(S)-3-(1-(3-methoxyphenyl)ethyl)-6-(1H-pyrazol-4-yl)quinazolin-4(3H)-one COC=1C=C(C=CC1)[C@H](C)N1C=NC2=CC=C(C=C2C1=O)C=1C=NNC1